N(=[N+]=[N-])[C@@H]1[C@@H]([C@@H](CC1)OCC1=CC=CC=C1)O |o1:3,4,5| rel-(1S,2S,5R)-2-azido-5-phenylmethoxycyclopentan-1-ol